N-((6-chloro-3-(N-morpholinyl)pyridin-2-yl)methyl)-N-ethylethylamine ClC1=CC=C(C(=N1)CN(CC)CC)N1CCOCC1